4-Chloro-8-(2,4-dichlorophenyl)-9-(4-((1-(3-fluoropropyl)azetidin-3-yl)methyl)phenyl)-6,7-dihydro-5H-benzo[7]annulen ClC1=CC=CC=2C(=C(CCCC21)C2=C(C=C(C=C2)Cl)Cl)C2=CC=C(C=C2)CC2CN(C2)CCCF